methyl (S)-2-(3-(trifluoromethyl)benzyl)-4,5-dihydro-1H-imidazole-4-carboxylate FC(C=1C=C(CC=2NC[C@H](N2)C(=O)OC)C=CC1)(F)F